BrC1=CC(=C(C=C1)N1CN(CCC1)CC1=CC=C(C=C1)OC)C(F)(F)F 1-(4-bromo-2-(trifluoromethyl)phenyl)-3-(4-methoxybenzyl)dihydropyrimidine